(7-(2-(4-(6-Fluorobenzo[b]thiophen-4-yl)piperazin-1-yl)ethyl)-2-oxo quinolin-1(2H)-yl)methyl palmitate C(CCCCCCCCCCCCCCC)(=O)OCN1C(C=CC2=CC=C(C=C12)CCN1CCN(CC1)C1=CC(=CC=2SC=CC21)F)=O